(1R,3S,5R)-2-(2-(10-acetyl-3-methylpyrimidino[5',4':5,6]pyrano[4,3-f]indazol-8(6H)-yl)acetyl)-N-(6-bromo-3-methylpyridin-2-yl)-5-methyl-2-azabicyclo[3.1.0]hexane-3-carboxamide C(C)(=O)C1=NN(C=2C=C3C(=CC12)C1=C(OC3)N=C(N=C1)C)CC(=O)N1[C@@H]3C[C@@]3(C[C@H]1C(=O)NC1=NC(=CC=C1C)Br)C